C(C)C1=CC=C(\C=C\2/CCC=3C=CC(=CC3C2=O)C(=O)O)C=C1 (E)-7-(4-ethylbenzylidene)-8-oxo-5,6,7,8-tetrahydronaphthalene-2-carboxylic acid